tri-n-butoxyzirconium ethoxide [O-]CC.C(CCC)O[Zr+](OCCCC)OCCCC